1-(2,6-dichlorophenyl)-(R,R)-1,2-propanediol ClC1=C(C(=CC=C1)Cl)[C@H]([C@@H](C)O)O